N1(CCC1)C1=CC=C2C3(CC=4C(=NOC4C2=C1)NS(=O)(=O)C1=C(C=C(C(=O)NC)C=C1OC)OC)C(C3)C Rac-cis-4-(N-(8'-(azetidin-1-yl)-2-methyl-4'H-spiro[cyclopropane-1,5'-naphtho[2,1-d]isoxazol]-3'-yl)sulfamoyl)-3,5-dimethoxy-N-methylbenzamide